ClC1=CC=C(C=C1)C=1N(C(N(N1)CC1=NN(C(=N1)[C@H](C)O)C1=CC(=CC=C1)Cl)=O)C[C@@H](C(F)(F)F)O 5-(4-chlorophenyl)-2-({1-(3-chlorophenyl)-5-[(1S)-1-hydroxyethyl]-1H-1,2,4-triazol-3-yl}methyl)-4-[(2S)-3,3,3-trifluoro-2-hydroxypropyl]-2,4-dihydro-3H-1,2,4-triazol-3-one